BrC=1C=C(C(=NC1)[N+](=O)[O-])N1[C@H](CN(CC1)C#N)C (3S)-4-(5-bromo-2-nitropyridin-3-yl)-3-methyl-hexahydropyrazine-1-carbonitrile